ClC=1C=C(C=CC1F)C1=CNC2=C1C(N(C=C2)CC(N2CCCC2)=O)=O 3-(3-chloro-4-fluorophenyl)-5-(2-oxo-2-(pyrrolidin-1-yl)ethyl)-1H-pyrrolo[3,2-c]pyridin-4(5H)-one